N-t-butyl-3-(3-trimethoxysilyl-propyl)succinimide t-butyl-(7-bromo-2H-indazol-2-yl)acetate C(C)(C)(C)OC(CN1N=C2C(=CC=CC2=C1)Br)=O.C(C)(C)(C)N1C(CC(C1=O)CCC[Si](OC)(OC)OC)=O